2-[3-[3,5-difluoro-4-[2-oxo-2-[3-[[[(2S,3R,4R,5R)-2,3,4,5,6-pentahydroxyhexyl] amino] methyl] azetidin-1-yl] ethyl] phenoxy] propyl]-6-azaspiro[2.5]octane-6-carboxylate FC=1C=C(OCCCC2CC23CCN(CC3)C(=O)[O-])C=C(C1CC(N1CC(C1)CNC[C@@H]([C@H]([C@@H]([C@@H](CO)O)O)O)O)=O)F